OC=1C=CC(=C2C=CC(NC12)=O)C(CNCCCCCCNCCC1=CC=CC=C1)O 8-hydroxy-5-[1-hydroxy-2-(6-phenethylamino-hexylamino)-ethyl]-1H-quinolin-2-one